(5R,8S)-2-chloro-N-(3,4-dichlorophenyl)-6,7,8,9-tetrahydro-5H-5,8-epiminobenzo[7]annulene-10-carboxamide ClC=1C=CC2=C(C[C@@H]3CC[C@H]2N3C(=O)NC3=CC(=C(C=C3)Cl)Cl)C1